(6aR,9R)-N-butan-2-yl-7-methyl-6,6a,8,9-tetrahydro-4H-indolo[4,3-fg]quinoline-9-carboxamide CC(CC)NC(=O)[C@H]1CN([C@@H]2CC=3C4=C(C2=C1)C=CC=C4NC3)C